3,7-diketo-cholanic acid O=C1CC2CC([C@H]3[C@@H]4CC[C@H]([C@@H](CCC(=O)O)C)[C@]4(CC[C@@H]3[C@]2(CC1)C)C)=O